N1-[6-(furan-2-yl)-2-(methylsulfanyl)pyrimidine-4-yl]-4-methoxybenzene-1,2-diamine O1C(=CC=C1)C1=CC(=NC(=N1)SC)NC=1C(=CC(=CC1)OC)N